4-ethyl-2-(propan-1-en-2-yl)-2,3,4,6,7,8-hexahydro-5H-chromen-5-one C(C)C1CC(OC=2CCCC(C12)=O)C(=C)C